ClC=1C=CC(=NC1)OC1=C(C=C(C=C1)C1=CN(C=2N=CN=C(C21)N)C)F 5-(4-((5-Chloropyridin-2-yl)oxy)-3-fluorophenyl)-7-methyl-7H-pyrrolo[2,3-d]pyrimidin-4-amine